(S)-2-((S)-2-aminopropionamido)-N-((S)-1-(4-fluorophenyl)-2-oxoazetidin-3-yl)-4-phenylbutanamide N[C@H](C(=O)N[C@H](C(=O)N[C@@H]1C(N(C1)C1=CC=C(C=C1)F)=O)CCC1=CC=CC=C1)C